4-(2-(3,4-Dichloro-5-methyl-1H-pyrrole-2-carboxamido)-5-(5-oxo-4,5-dihydro-1,3,4-oxadiazol-2-yl)phenyl)piperazin-1-ium chloride [Cl-].ClC1=C(NC(=C1Cl)C)C(=O)NC1=C(C=C(C=C1)C=1OC(NN1)=O)N1CC[NH2+]CC1